FC=1C=NN(C1)C1=CC=C(C=N1)[C@H](C)NC(=O)C1CCC(CC1)C1=NC(=CC(=C1)C)NC1=NNC(=C1)C (1S,4R)-N-((S)-1-(6-(4-fluoro-1H-pyrazol-1-yl)pyridin-3-yl)ethyl)-4-(4-methyl-6-(5-methyl-1H-pyrazol-3-ylamino)pyridin-2-yl)cyclohexanecarboxamide